ClC1=CC=C(OCC(=O)N2CCC3(CC2)C(NC2=CC=C(C=C23)C(=O)O)=O)C=C1 1'-(2-(4-chlorophenoxy)acetyl)-2-oxospiro[indoline-3,4'-piperidine]-5-carboxylic acid